N-(tert-butyl)-2-(2-hydroxyethyl)-6-methoxy-3-methylbenzamide C(C)(C)(C)NC(C1=C(C(=CC=C1OC)C)CCO)=O